ClC=1C=C(C=CC1)[C@H]1C[C@H](C1)NC(=O)C1=NN(N=C1)CC1=CC=C(C=C1)CN1C(C=CC=C1)=O N-((cis)-3-(3-Chlorophenyl)cyclobutyl)-2-(4-((2-oxopyridin-1(2H)-yl)methyl)benzyl)-2H-1,2,3-triazole-4-carboxamide